ClC=1C(=C(C=C(C1)OC)C1CCN(CC1)CCN=C)OCC1=CC(=CC=C1)F 3-chloro-4-((3-fluorobenzyl)oxy-5-methoxyphenyl)-N-(2-(piperidine-1-yl)ethyl)methanimine